N-[4-(4-cyanophenoxy)-3-(6-methyl-7-oxo-6,7-dihydro-1H-pyrrolo[2,3-c]pyridin-4-yl)phenyl]-2-fluoroethanesulfonamide C(#N)C1=CC=C(OC2=C(C=C(C=C2)NS(=O)(=O)CCF)C=2C3=C(C(N(C2)C)=O)NC=C3)C=C1